P(O)(=O)(OP(=O)(O)OP(=O)(O)O)OC[C@@H]1[C@H]([C@H]([C@@H](O1)N1C=NC=2C(N)=NC=NC12)O)O adenosine 5'-O-triphosphate